C1(=CC=C(C=C1)C1=NC(=NC(=N1)C1=CC=CC=C1)C1=C(C=CC=C1)C1=C2C=3C=CC(=CC3C3(C2=CC=C1)CCCCC3)C#N)C3=CC=CC=C3 5'-(2-(4-([1,1'-biphenyl]-4-yl)-6-phenyl-1,3,5-triazin-2-yl)phenyl)spiro[cyclohexane-1,9'-fluorene]-2'-carbonitrile